[N+](=O)([O-])C1=C(C=CC=C1)S(=O)(=O)N1CCNCC1 1-(2-nitrophenyl)sulfonyl-piperazine